3-nitro-benzenesulfonic acid (S)-1-oxetanylmethyl ester O1[C@@H](CC1)COS(=O)(=O)C1=CC(=CC=C1)[N+](=O)[O-]